ClC=1C(=CC=C2C[C@H](N(CC12)C)CNC(=O)[C@H]1[C@@](C1)(C1=CC=CC=C1)C)O (1R,2R)-N-(((S)-8-chloro-7-hydroxy-2-methyl-1,2,3,4-tetrahydroisoquinolin-3-yl)methyl)-2-methyl-2-phenylcyclopropane-1-carboxamide